5-{2-amino-[1,2,4]triazolo[1,5-a]pyridin-7-yl}-2-chloro-N-{[3-(trifluoromethoxy)phenyl]methyl}pyridine-3-carboxamide NC1=NN2C(C=C(C=C2)C=2C=C(C(=NC2)Cl)C(=O)NCC2=CC(=CC=C2)OC(F)(F)F)=N1